C(C1=CC=CC=C1)OC=1C=C(C2=C(C(=C(O2)C)C(=O)O)C1)Cl 5-(benzyloxy)-7-chloro-2-methylbenzofuran-3-carboxylic acid